C(C)(C)(C)OC(=O)N1C=C(C2=CC(=CC=C12)OC(F)(F)F)C(C(O)C1=C(C=C(C=C1)Cl)OC)=O 3-[2-(4-chloro-2-methoxyphenyl)-2-hydroxy-acetyl]-5-(trifluoromethoxy)indole-1-carboxylic acid tert-butyl ester